C1CCN2CCCC12COC=1N=C(C2=C(N1)CNCC2)OC ((hexahydro-1H-pyrrolizin-7a-yl)methoxy)-4-methoxy-5,6,7,8-tetrahydropyrido[3,4-d]pyrimidine